5-methyl-4-nitro-1-(tetrahydro-2H-pyran-3-yl)-1H-pyrazole CC1=C(C=NN1C1COCCC1)[N+](=O)[O-]